C(C)(=O)OC1=CC=C(CONC(CCC2=C(C=CC=C2)OCCCOC=2C(=NC(=NC2CC)N)N)=O)C=C1 N-(4-Acetoxybenzyloxy)-3-(2-(3-(2,4-diamino-6-ethylpyrimidin-5-yloxy)propoxy)phenyl)propanamide